(S)-(6,7-dichloro-1-methyl-1,3,4,5-tetrahydro-2H-pyrido[4,3-b]indol-2-yl)(4-hydroxypyrimidin-2-yl)methanone ClC1=C(C=CC=2C3=C(NC12)CCN([C@H]3C)C(=O)C3=NC=CC(=N3)O)Cl